tert-butyl 7-(2-((5-cyanopyridin-2-yl)(4-ethoxy-2,3-difluorobenzyl)amino)ethyl)-6,8-dioxa-2-azaspiro[3.5]nonane-2-carboxylate C(#N)C=1C=CC(=NC1)N(CCC1OCC2(CN(C2)C(=O)OC(C)(C)C)CO1)CC1=C(C(=C(C=C1)OCC)F)F